(1S,3R)-3-((2-(2,6-Dioxopiperidin-3-yl)-1-oxoisoindolin-4-yl)(3-(tetrahydro-2H-pyran-4-yl)propyl)amino)-N-methylcyclopentane-1-carboxamide O=C1NC(CCC1N1C(C2=CC=CC(=C2C1)N([C@H]1C[C@H](CC1)C(=O)NC)CCCC1CCOCC1)=O)=O